3-[2-Hydroxy-4-(trifluoromethyl)phenyl]-4-methyl-6-[(1,5,5-trimethyl-3-piperidyl)amino]-1,2,4-triazin-5-on OC1=C(C=CC(=C1)C(F)(F)F)C1=NN=C(C(N1C)=O)NC1CN(CC(C1)(C)C)C